N-[(4-Chlorophenyl)-methyl]-4-methyl-2-methylsulfanyl-6-morpholin-4-yl-pyridine-3-carboxylic acid amide ClC1=CC=C(C=C1)CNC(=O)C=1C(=NC(=CC1C)N1CCOCC1)SC